OCC1(CCCC1)NC(C1=NC(=CC=C1)N1C=NC=C1)=O N-(1-(hydroxymethyl)cyclopentyl)-6-(1H-imidazol-1-yl)picolinamide